COC1=CC=C(C=C1)C1=CC(=NN1)NC1=CC=C(C=C1)O 4-((5-(4-methoxyphenyl)-1H-pyrazol-3-yl)amino)phenol